(1R,3S)-3-(5-{2-[3-(benzyloxy)-2-formyl-5-methoxyphenoxy]acetamido}-2H-pyrazol-3-yl)cyclopentyl N-propylcarbamate C(CC)NC(O[C@H]1C[C@H](CC1)C=1NN=C(C1)NC(COC1=C(C(=CC(=C1)OC)OCC1=CC=CC=C1)C=O)=O)=O